C1=C(C=C(C=C1C(=O)[O-])C(=O)[O-])C(=O)O The molecule is a tricarboxylic acid dianion. It is a conjugate base of a benzene-1,3,5-tricarboxylate(1-). It is a conjugate acid of a benzene-1,3,5-tricarboxylate(3-).